4-((3-bromo-4-fluorophenyl)amino)-7-fluoro-1H-indole-2-carboxylic acid BrC=1C=C(C=CC1F)NC1=C2C=C(NC2=C(C=C1)F)C(=O)O